Ethyl 2-methyl-6-oxo-1,6-dihydropyridine-3-carboxylate CC=1NC(C=CC1C(=O)OCC)=O